C(=O)(OC(C)(C)C)N1[C@@H](CCC1)C=O (S)-Boc-prolinal